Epoxy-Phenol C1(=C2C(=CC=C1)O2)O